NC(CCCCCC(=O)OCCCCCCC(CCCC)CCCC)CCCCCC(=O)OCCCCCCCCCCC 1-(7-butylundecyl) 13-undecyl 7-aminotridecanedioate